5-ethynyl-2-methylbenzonitrile C(#C)C=1C=CC(=C(C#N)C1)C